(1R,2R,3S,4S)-bicyclo[2.2.1]-heptane-2,3-dicarboxylate [C@@H]12[C@H]([C@H]([C@@H](CC1)C2)C(=O)[O-])C(=O)[O-]